FC1CC=2N(N=C(C2C2=C3C(=NC(=C2)C)NN=C3)C3=NC=C(C=C3)F)C1 4-(5-fluoro-2-(5-fluoropyridin-2-yl)-5,6-dihydro-4H-pyrrolo[1,2-b]pyrazol-3-yl)-6-methyl-1H-pyrazolo[3,4-b]pyridine